C(C1=CC=CC=C1)OC(NC1=NC=CC(=C1)OC1=CC(=C(C=C1)NC(=O)NC1=CC(=NN1C1=CC=CC=C1)C(C)(C)C)SC)=O (4-(4-(3-(3-(tert-butyl)-1-phenyl-1H-pyrazol-5-yl)ureido)-3-(methylthio)phenoxy)pyridin-2-yl)carbamic acid benzyl ester